CCC(C)(C)C1=CC=C(C=C1)CC(C)C[NH+]2C[C@H](O[C@H](C2)C)C The molecule is an ammonium ion resulting from the protonation of the nitrogen of amorolfine. It has a role as an EC 5.3.3.5 (cholestenol Delta-isomerase) inhibitor and an EC 1.3.1.70 (Delta(14)-sterol reductase) inhibitor. It is a conjugate base of an amorolfine.